C(C)(C)(C)OC(=O)N(CC)CC(=O)O (tert-butoxycarbonyl-ethyl-amino)-acetic acid